N-(3-octoxypropyl)-3-(imidazolyl)propan-1-amine C(CCCCCCC)OCCCNCCCC=1NC=CN1